ONC(C1=CC=C(C=C1)C=C)=O N-hydroxy-4-vinylbenzamide